8-bromo-7-(4-fluorophenyl)-2-[(3-fluoropyridin-2-yl)methyl]-[1,2,4]Triazolo[1,5-c]Pyrimidin-5-amine BrC=1C=2N(C(=NC1C1=CC=C(C=C1)F)N)N=C(N2)CC2=NC=CC=C2F